CN1C=2C=3C=CN=C(CCCCC(C(NC2C=N1)=O)C)C3 3,9-dimethyl-3,4,7,15-tetraazatricyclo[12.3.1.02,6]Octadecan-1(18),2(6),4,14,16-pentaen-8-one